C(CCCCCCCCCCCCCCCCC)OP([O-])[O-] Monostearylphosphit